[Br-].NCCCP(CCCC)(CCCC)CCCC 3-aminopropyl-(tributyl)phosphine bromide